C(C)(C)(C)OC(=O)N1CCC(CC1)N tert-butyl-4-aminopiperidine-1-carboxylate